NCC1=C(C=CC(=C1)Cl)[C@@H]([C@@H]1[C@H]([C@H]([C@@H](C1)N1C=CC2=C1N=CN=C2C)O)O)O (1S,2R,3R,5R)-3-((R)-(2-(aminomethyl)-4-chlorophenyl)(hydroxy)methyl)-5-(4-methyl-7H-pyrrolo[2,3-d]pyrimidin-7-yl)cyclopentane-1,2-diol